FC1=CC=C(C=C1)C1=CC(OC2=CC=C(C=C12)C1=CC=C(N1)C1=CC=C(C(=O)OC)C=C1)(C)C methyl 4-(5-(4-(4-fluorophenyl)-2,2-dimethyl-2H-chromen-6-yl)-1H-pyrrol-2-yl)benzoate